racemic-4-[[2-(5-chloro-2-hydroxy-phenyl)acetyl]amino]-N-(1-cyano-2-hydroxy-1-methyl-ethyl)pyridine-2-carboxamide ClC=1C=CC(=C(C1)CC(=O)NC1=CC(=NC=C1)C(=O)N[C@](CO)(C)C#N)O |r|